3-((1R)-1-((E)-4-(but-3-en-1-yl)-2-((tert-butoxycarbonyl)imino)-4-ethyl-6-oxotetrahydropyrimidin-1(2H)-yl)-3-methoxypropyl)benzoic acid C(CC=C)C1(N\C(\N(C(C1)=O)[C@H](CCOC)C=1C=C(C(=O)O)C=CC1)=N/C(=O)OC(C)(C)C)CC